FC1=NC=CC=C1OC[C@H]1N(CCC1)C(=O)OC(C)(C)C tert-Butyl (S)-2-(((2-fluoropyridin-3-yl)oxy)methyl)pyrrolidine-1-carboxylate